ClC1=C(C2=C(N=N1)SC1=C2C=CN=C1N1CCCC1)C 3-chloro-4-methyl-8-(pyrrolidin-1-yl)pyrido[4',3':4,5]thieno[2,3-c]pyridazine